P(=O)(O)(O)F.CN(C(=O)N(C)C)C 1,1,3,3-tetramethylurea Fluorophosphate